ClC1=C(C=C(C=C1)Cl)S(=O)(=O)N1C=CC2=C(C=CC=C12)C=1C=C2C=NC(=NC2=CC1)NC(C(C)(C)C)=O N-(6-(1-(2,5-dichlorophenylsulfonyl)-1H-indol-4-yl)quinazolin-2-yl)pivaloamide